3,6,12,15,18,24,27,30-octaazahexatriacontan-36-oic acid CCNCCNCCCCCNCCNCCNCCCCCNCCNCCNCCCCCC(=O)O